(S)-N-((4-(1,2-dihydroxyethyl)-1-(4-(pentafluoro-λ6-sulfaneyl)phenyl)-1H-indazol-3-yl)methyl)acrylamide O[C@H](CO)C1=C2C(=NN(C2=CC=C1)C1=CC=C(C=C1)S(F)(F)(F)(F)F)CNC(C=C)=O